(4-(4-aminomethyl-1-oxo-1,2-dihydro-phthalazin-6-yl)-1-methyl-1H-pyrazol-5-yl)-4-chloro-3-fluoro-6-(tetrahydro-2H-pyran-2-yl)benzonitrile NCC1=NNC(C2=CC=C(C=C12)C=1C=NN(C1C1=C(C#N)C(=CC(=C1F)Cl)C1OCCCC1)C)=O